1,2-dipropylethylene carbonate C1(OC(C(CCC)O1)CCC)=O